NC=1C=CC(=C(C1)N1N=CC(=N1)C(=O)OC)C methyl 2-(5-amino-2-methyl-phenyl)triazole-4-carboxylate